heptadecan-9-yl 8-((2-hydroxyethyl) (6-oxo-6-(undecyloxy) hexyl)amino)octanoate OCCN(CCCCCCCC(=O)OC(CCCCCCCC)CCCCCCCC)CCCCCC(OCCCCCCCCCCC)=O